N1=CC(=CC=C1)C(=O)O.C(C)(=O)N (acetamide) pyridine-3-carboxylate